N1(N=NC=C1)C=1C=C(C=CC1)N1N=C(C=C1Br)N 1-(3-(1H-1,2,3-triazol-1-yl)phenyl)-5-bromo-1H-pyrazol-3-amine